CCCCCCCCCCCCCCCCCCCCCCCCCC(=O)N[C@@H](CO[C@@H]1[C@@H]([C@H]([C@H]([C@H](O1)CO)OCC2=CC=C(C=C2)C(F)(F)F)O)O)[C@@H]([C@@H](CCCCCCCCCCCCCC)O)O The molecule is a glycophytoceramide having a 4-O-[4-(trifluromethyl)benzyl]-alpha-D-galactosyl residue at the O-1 position and a hexacosanoyl group attached to the nitrogen. One of a series of an extensive set of 4"-O-alkylated alpha-GalCer analogues evaluated (PMID:30556652) as invariant natural killer T-cell (iNKT) antigens. It derives from an alpha-D-galactose.